3-methylimidazolium dihydrogen phosphate P(=O)(O)(O)[O-].C[N+]1=CNC=C1